NC=1C(=NC(=C(N1)F)C1=C(C(=C(C(=C1)CN(C)C)N1CCOCC1)F)F)C=1C=C2C(=CNC(C2=CC1)=O)C 6-(3-amino-6-(5-((dimethylamino)methyl)-2,3-difluoro-4-morpholinophenyl)-5-fluoropyrazin-2-yl)-4-methylisoquinolin-1(2H)-one